F[C@H]1CN(CC[C@H]1NC1=CC=CC=2C(=C(SC21)C#CCNC2=C(C=C(C(=O)NC)C=C2)OC)SC(F)(F)F)C 4-{[3-(7-{[(3S,4R)-3-fluoro-1-methylpiperidin-4-yl]amino}-3-[(trifluoromethyl)sulfanyl]-1-benzothiophen-2-yl)prop-2-yn-1-yl]amino}-3-methoxy-N-methylbenzamide